3-(3-(trifluoromethyl)-[1,2,4]triazolo[4,3-a]pyridin-7-yl)propanoic acid FC(C1=NN=C2N1C=CC(=C2)CCC(=O)O)(F)F